(E)-N-(2-hydroxyphenyl)-3-(4-(prop-2-yn-1-yloxy)phenyl)acrylamide OC1=C(C=CC=C1)NC(\C=C\C1=CC=C(C=C1)OCC#C)=O